N-ε-Acetyl-L-Lysine CC(=O)NCCCC[C@@H](C(=O)O)N